FC(OC1=CC=C(C=C1)C1=CN=C2N1C=CN=C2NC2=CC(=C(C(=O)NCCCCNC(=N)N)C=C2)C)F 4-((3-(4-(di-fluoromethoxy)phenyl)imidazo[1,2-a]pyrazin-8-yl)amino)-N-(4-guanidinobutyl)-2-methylbenzamide